5-(1-isobutyl-1H-pyrazol-4-yl)-N2-(3-methoxyphenyl)-N4-(1,2,3,4-tetrahydroisoquinolin-7-yl)pyrimidine-2,4-diamine C(C(C)C)N1N=CC(=C1)C=1C(=NC(=NC1)NC1=CC(=CC=C1)OC)NC1=CC=C2CCNCC2=C1